N1N=NC=C1 2,1,3-triazole